Methyl-2-nonynoate COC(C#CCCCCCC)=O